N-[3-(p-propoxybenzenesulfonyloxy)phenyl]-N'-[4-(p-propoxybenzenesulfonyloxy)phenyl]urea C(CC)OC1=CC=C(C=C1)S(=O)(=O)OC=1C=C(C=CC1)NC(=O)NC1=CC=C(C=C1)OS(=O)(=O)C1=CC=C(C=C1)OCCC